C(C)N1C(=NC2=CC=C(C(=C2C1=O)F)F)[C@@H](CCC)N1CCN[C@@H](CC1)C 3-Ethyl-5,6-difluoro-2-((R)-1-((R)-5-methyl-1,4-diazepan-1-yl)butyl)quinazolin-4(3H)-one